2,5-dimethyl-2,5-di(benzoylperoxy)hexyne CC(C)(C#CC(C)(OOC(C1=CC=CC=C1)=O)C)OOC(C1=CC=CC=C1)=O